N-(3-methylbenzimidazol-5-yl)thioacetamide CN1C=NC2=C1C=C(C=C2)NC(C)=S